methyl-4-(thiophen-3-yl)but-3-en-2-ol CCC(C=CC1=CSC=C1)O